C1(CC1)NC(CCCC=1N=C(N(C1)C1=CC=CC=C1)NC(C1=CC(=CC=C1)C=1C=NN(C1F)C)=O)=O N-(4-(4-(cyclopropylamino)-4-oxobutyl)-1-phenyl-1H-imidazol-2-yl)-3-(5-fluoro-1-methyl-1H-pyrazol-4-yl)benzamide